3-(2-methoxyethoxy)propylmethylbis(trimethylsilyloxy)silane COCCOCCC[Si](O[Si](C)(C)C)(O[Si](C)(C)C)C